1,1,4,4,4-pentachloro-2-methyl-1,4-disilabutane Cl[SiH](C(C[Si](Cl)(Cl)Cl)C)Cl